COC1=C(C=C(C(=C1)C)N)N 4-methoxy-6-methyl-m-phenylenediamine